N1N=NN=C1C1=C(C=CC=C1)C=1C=C(C2=C([C@H](C(O2)(C)C)C2=CC=CC=C2)C1)NC(=O)NC=1C=NC(=CC1)C(F)(F)F |r| (±)-1-(5-(2-(1H-Tetrazol-5-yl)phenyl)-2,2-dimethyl-3-phenyl-2,3-dihydrobenzofuran-7-yl)-3-(6-(trifluoromethyl)pyridin-3-yl)urea